decylmethylcarnitine CCCCCCCCCCC(C(C)(CC(=O)[O-])O)[N+](C)(C)C